NCC1(CCN(CC1)C=1C(=NC(=C(N1)C)C1=C(C(=CC=C1)Cl)Cl)CO)CC=1C=NC=CC1 (3-(4-(aminomethyl)-4-(pyridin-3-ylmethyl)piperidin-1-yl)-6-(2,3-dichlorophenyl)-5-methylpyrazin-2-yl)methanol